C1(CC1)COC=1C=C(C=CC1)C1(CCOCC1)C(=O)O 4-[3-(cyclopropylmethoxy)phenyl]tetrahydropyran-4-carboxylic acid